(3-Fluoro-3-methylazetidin-1-yl)-(5-phenyl-6,7-dihydro-5H-pyrrolo[1,2-b][1,2,4]triazol-2-yl)methanon FC1(CN(C1)C(=O)C=1N=C2N(N1)C(CC2)C2=CC=CC=C2)C